FC(C=1C=C(C=C(C1)C(F)(F)F)/C=C(/C(=O)N)\C#N)(F)F (e)-3-(3,5-bis(trifluoromethyl)phenyl)-2-cyanoacrylamide